(R)-5-chloro-3-methyl-2,3-dihydrobenzo[d]isothiazole-3-carboxylic acid methyl ester 1,1-dioxide COC(=O)[C@@]1(NS(C2=C1C=C(C=C2)Cl)(=O)=O)C